CCCCCCCCCCCCCCCC[N+](C)(C)CCCS(=O)(=O)[O-] 3-(N,N-dimethylpalmitylammonio)propanesulfonate